NC=1SC=C(N1)C=1C=CC(=C(C1)NS(=O)(=O)C1=CC=C(C=C1)CCCCC)OC N-(5-(2-aminothiazole-4-yl)-2-methoxyphenyl)-4-pentylbenzenesulfonamide